2-(4-pyridyl)-4H-pyrrolo[2,3-d]thiazole-5-carboxylic acid N1=CC=C(C=C1)C=1SC2=C(N1)NC(=C2)C(=O)O